NC1(CCC1)CNC(=O)C1=NC(=CN=C1)C=1NC2=CC=C(C=C2C1C)OC(F)(F)F N-((1-aminocyclobutyl)methyl)-6-(3-methyl-5-(trifluoromethoxy)-1H-indol-2-yl)pyrazine-2-carboxamide